CC(C1=C(C(=CC(=C1)C(N)(C)C)C(N)(C)C)O)(N)C 2,4,6-Tris(dimethyl-aminomethyl)phenol